O=C1N(N=C(C=C1C(=O)NC(C(F)(F)F)C(C)(C)O)C1=CC=C(C=C1)C(F)(F)F)C=1C=NC=CC1 (-)-3-oxo-2-(pyridin-3-yl)-N-(1,1,1-trifluoro-3-hydroxy-3-methylbutan-2-yl)-6-[4-(trifluoromethyl)phenyl]-2,3-dihydropyridazine-4-carboxamide